(E)-2-(4-(3-(2-(2-methoxyethoxy)quinolin-3-yl)-3-oxo-1-propen-1-yl)-2,6-dimethylphenoxy)-2-methylpropionic acid COCCOC1=NC2=CC=CC=C2C=C1C(/C=C/C1=CC(=C(OC(C(=O)O)(C)C)C(=C1)C)C)=O